ClC1=C(OC=2C=C(C=CC2)[C@H](CC(=O)O)NC(=O)NC=2C(N(C=CC2O)C)=O)C=CC=C1 (S)-3-(3-(2-chlorophenoxy)phenyl)-3-(3-(4-hydroxy-1-methyl-2-oxo-1,2-dihydropyridin-3-yl)ureido)propanoic acid